ClC=1C=C(C=C(C1)F)C1=NOC(=N1)C1CCN(CC1)C(CC1=NON=C1C)=O 1-(4-(3-(3-chloro-5-fluorophenyl)-1,2,4-oxadiazol-5-yl)piperidin-1-yl)-2-(4-methyl-1,2,5-oxadiazol-3-yl)ethan-1-one